S1C=NC2=C1C=C(C=C2)N2C=C(C(C=C2C=2SC(=CC2)Br)=O)C(=O)OCC ethyl 1-(benzo[d]thiazol-6-yl)-6-(5-bromothiophen-2-yl)-4-oxo-1,4-dihydropyridine-3-carboxylate